2,2-diethyl-6-(5-(1-isopropyl-1H-benzo[d][1,2,3]triazol-5-yl)-1,3,4-oxadiazol-2-yl)chroman-4-one C(C)C1(OC2=CC=C(C=C2C(C1)=O)C=1OC(=NN1)C1=CC2=C(N(N=N2)C(C)C)C=C1)CC